C(#N)N1N=NC2=C1C=CC=C2 1-cyanobenzotriazole